(5-(2,6-diisopropoxyphenyl)-2-(2,6-diisopropylphenyl)-2,3-dihydroimidazo[1,5-a]pyridin-3-yl)gold(I) chloride C(C)(C)OC1=C(C(=CC=C1)OC(C)C)C1=CC=CC=2N1C(N(C2)C2=C(C=CC=C2C(C)C)C(C)C)[Au-]Cl